N-((3S,4S,6R)-6-(3-(1H-imidazol-1-yl)propyl)-4-(3,4-difluorophenyl)piperidin-3-yl)-10-bromo-5,6-dihydropyrazolo[1,5-d]thieno[3,2-f][1,4]oxazepine-2-carboxamide N1(C=NC=C1)CCC[C@@H]1C[C@H]([C@@H](CN1)NC(=O)C1=CC=2C=3N(CCOC2S1)N=CC3Br)C3=CC(=C(C=C3)F)F